2,2'-bis(4-hydroxybutyroxy)-1,1'-binaphthyl OCCCC(=O)OC1=C(C2=CC=CC=C2C=C1)C1=C(C=CC2=CC=CC=C12)OC(CCCO)=O